C(CCCCCCCCC)OC(CCCCCN(CCN(CCCCCC(=O)OCCCCCCCCCC)CCCCCC(=O)OCC(CCCCCCCC)CCCCCC)CCO)=O decyl 6-((2-((6-(decyloxy)-6-oxohexyl)(2-hydroxyethyl)amino)ethyl)(6-((2-hexyldecyl)oxy)-6-oxohexyl)amino)hexanoate